NC=1C=2N(C=CN1)C(=NC2C2=C(C=C(C(=O)NC1=NC=CC(=C1)C(F)(F)F)C=C2)OCC)[C@H]2CN1C(C3(C([C@@H]1CC2)=O)CC3)=O 4-{8-amino-3-[(6'R,8a'S)-1',3'-dioxohexahydrospiro[cyclopropane-1,2'-indolizin]-6'-yl]imidazo[1,5-a]pyrazin-1-yl}-3-ethoxy-N-[4-(trifluoromethyl)pyridin-2-yl]benzamide